Tin Oxid [Sn]=O